FC1C2CCCCCN(C12)C(=O)OC(C)(C)C tert-butyl 9-fluoro-2-azabicyclo[6.1.0]nonane-2-carboxylate